C(C)C1(C(NC(N1)=O)=O)C 5-Ethyl-5-methylimidazolidine-2,4-dione